C(C)(C)(C)OC(=O)N1CC(C1)(C)OC1=C(C=C(C(=O)O)C=C1)NS(=O)(=O)CC1=CC=CC=C1 4-((1-(tert-butoxycarbonyl)-3-methylazetidin-3-yl)oxy)-3-((phenylmethyl)sulfonamido)benzoic acid